1-tert-Butoxycarbonyl-3-hydroxy-pyrrolidine-2-carboxylic acid C(C)(C)(C)OC(=O)N1C(C(CC1)O)C(=O)O